benzyl (1R,2S,4R,6R)-2-(4-bromophenyl)-4-ethoxy-6-((2-fluoro-4-(trifluoromethyl)phenyl)carbamoyl)cyclohexane-1-carboxylate BrC1=CC=C(C=C1)[C@@H]1[C@H]([C@@H](C[C@@H](C1)OCC)C(NC1=C(C=C(C=C1)C(F)(F)F)F)=O)C(=O)OCC1=CC=CC=C1